imino-methylbenzyl isocyanate N=CC(C1=CC=CC=C1)N=C=O